2-(6-Bromo-4-oxopyrido[3,2-d]pyrimidin-3(4H)-yl)-2-(3-fluorophenyl)acetic acid ethyl ester C(C)OC(C(C1=CC(=CC=C1)F)N1C=NC2=C(C1=O)N=C(C=C2)Br)=O